[Cl-].CN=C1C=C2SC=3C=C(C=CC3[NH+]=C2C=C1)N 7-methyliminophenothiazin-10-ium-3-amine chloride